FC(S(=O)(=O)[O-])(F)F.CC1C2(CC3CC(CC1C3)C2)CC(=O)OCOC2=C(C=CC=C2)[S+](C2=CC=CC=C2)C2=C(C=CC=C2)OCOC(CC23C(C1CC(CC(C2)C1)C3)C)=O bis[2-methyladamantylacetyl-oxymethoxyphenyl]phenylsulfonium perfluoromethanesulfonate